N-((1-(4-(6-(Difluoromethyl)imidazo[1,2-b]pyridazin-3-yl)-6-((2-methoxyethyl)amino)pyridin-2-yl)piperidin-3-yl)methyl)methanesulfonamide FC(C=1C=CC=2N(N1)C(=CN2)C2=CC(=NC(=C2)NCCOC)N2CC(CCC2)CNS(=O)(=O)C)F